(S)-7-isopropyl-4,8-dimethyl-2-(((R)-2-((6-(trifluoromethyl)pyridin-3-yl)methyl)-2,4,5,6-tetrahydrocyclopenta[c]pyrazol-4-yl)amino)-7,8-dihydropteridin-6(5H)-one C(C)(C)[C@H]1C(NC=2C(=NC(=NC2N1C)N[C@@H]1CCC2=NN(C=C21)CC=2C=NC(=CC2)C(F)(F)F)C)=O